CS[C@@H](C(=O)N1[C@H](CCCC1)C=1NC(=CN1)C1=CC=C(C=C1)C)C (R)-2-(methylsulfanyl)-1-((R)-2-(5-(p-tolyl)-1H-imidazol-2-yl)piperidin-1-yl)propan-1-one